1-(6-bromobenzo[d]isoxazol-3-yl)dihydropyrimidine-2,4(1H,3H)-dione BrC1=CC2=C(C(=NO2)N2C(NC(CC2)=O)=O)C=C1